FCCN1CCN(CC1)C=1C=NC(=NC1)NC1CCC(CC1)OC1=C2C=C(C=NC2=CC(=N1)N1CCOCC1)NS(=O)(=O)C N-[5-[4-[[5-[4-(2-fluoroethyl)piperazin-1-yl]pyrimidin-2-yl]amino]cyclohexoxy]-7-morpholino-1,6-naphthyridin-3-yl]methanesulfonamide